FC(F)(F)C1[C@](N(CC1)C1=CC=CC=C1)(CO)C(F)(F)F bistrifluoromethylphenylprolinol